3-fluoro-5-[(5'S,6'R)-6'-fluoro-5'-hydroxy-1'-(trifluoromethyl)spiro[1,3-dioxolane-2,7'-5,6-dihydrocyclopenta[c]pyridine]-4'-yl]oxy-benzonitrile FC=1C=C(C#N)C=C(C1)OC=1C2=C(C(=NC1)C(F)(F)F)C1([C@@H]([C@H]2O)F)OCCO1